C(\C=C/C=C\C(=O)O)(=O)O (2Z,4Z)-hexa-2,4-dienedioic acid